ClC1=C(C(=O)NS(N(C(C)C)C)(=O)=O)C=C(C(=C1)F)N1C(N(C(=CC1=O)C(F)(F)F)C)=O 2-chloro-4-fluoro-5-[3-methyl-2,6-dioxo-4-(trifluoromethyl)-3,6-dihydropyrimidin-1(2H)-yl]-N-[methyl(1-methylethyl)sulfamoyl]benzamide